C(C1=CC=CC=C1)C(S(=O)(=O)C1=CC=C(C)C=C1)[N+]#[C-] 1-BENZYL-1-TOSYLMETHYL ISOCYANIDE